(S)-1-(5,7-difluoro-3-methylbenzo[b]thiophen-2-yl)-2,2,2-trifluoroethane-1-amine FC1=CC2=C(SC(=C2C)[C@H](C(F)(F)F)N)C(=C1)F